C(C=C)(=O)N1CC2(C1)CN(CC2)C2=NC(=NC(=C2)C=2C(=CC=C1C=NN(C21)C)F)N2CCOCC2 4-(2-acryloyl-2,6-diazaspiro[3.4]octan-6-yl)-6-(6-fluoro-1-methyl-1H-indazol-7-yl)-2-morpholinopyrimidine